C(C)NS(=O)(=O)C1=C(C=CC(=C1)NC1=NN=CN1)C1=CN=C(S1)[C@@H]1CC[C@H](CC1)NC(OC(C)C)=O isopropyl trans-N-[4-[5-[2-(ethylsulfamoyl)-4-(4H-1,2,4-triazol-3-ylamino)phenyl]thiazol-2-yl]cyclohexyl]carbamate